carbazolyl-(biphenyl)amine C1(=CC=CC=2C3=CC=CC=C3NC12)C1=C(C(=CC=C1)C1=CC=CC=C1)N